4-(8-(1-(but-2-ynyl)pyrrolidin-2-yl)quinazolin-6-yl)-N-(pyridin-2-yl)benzamide C(C#CC)N1C(CCC1)C=1C=C(C=C2C=NC=NC12)C1=CC=C(C(=O)NC2=NC=CC=C2)C=C1